9-[[4-(3-cyanophenyl)-5-(2,6-dimethyl-4-pyridinyl)thiazol-2-yl]carbamoyl]-1-oxa-4,9-diazaspiro[5.5]undecane-4-carboxylic acid tert-butyl ester C(C)(C)(C)OC(=O)N1CCOC2(C1)CCN(CC2)C(NC=2SC(=C(N2)C2=CC(=CC=C2)C#N)C2=CC(=NC(=C2)C)C)=O